BrC1=CC=C(C=C1)C1(CS(C1)(=O)=O)O 3-(4-bromophenyl)-1,1-dioxo-thietan-3-ol